C(C)(C)OC=1C(=CC(=NC1)C1=NN=C(O1)NC1=NC=CC=C1N(C)C)C(F)(F)F N2-(5-(5-isopropoxy-4-(trifluoromethyl)pyridin-2-yl)-1,3,4-oxadiazol-2-yl)-N3,N3-dimethylpyridine-2,3-diamine